4-[(3-(1-cyclopropyl-4-oxido-1,4-azaphosphinan-4-yl)-4-fluorophenyl)dideuteromethyl]-7-fluorophthalazin-1(2H)-one C1(CC1)N1CCP(CC1)(=O)C=1C=C(C=CC1F)C(C1=NNC(C2=CC(=CC=C12)F)=O)([2H])[2H]